O=C1NC(CCC1NC1=C(CN2CCN(CC2)C2=CC=C(C=N2)C=2C=C(C=3C=NN(C3C2)C(C)C)C(=O)NCC=2C(NC(=CC2CCC)C)=O)C=CC=C1)=O 6-(6-(4-(2-((2,6-dioxopiperidin-3-yl)amino)benzyl)piperazin-1-yl)pyridin-3-yl)-1-isopropyl-N-((6-methyl-2-oxo-4-propyl-1,2-dihydropyridin-3-yl)methyl)-1H-indazole-4-carboxamide